1-(5-(imidazo[1,2-a]pyrimidin-6-yl)pyrrolo[2,1-f][1,2,4]triazin-2-yl)-N3,N3-dimethylcyclobutane-1,3-diamine N=1C=CN2C1N=CC(=C2)C=2C=CN1N=C(N=CC12)C1(CC(C1)N(C)C)N